CC(C(=O)OC/C(=C(/COC(C(C)C)=O)\Br)/Br)C (2E)-2,3-dibromobut-2-ene-1,4-diyl bis(2-methylpropanoate)